3,4-diethyl-thioxanthone C(C)C=1C=CC=2C(C3=CC=CC=C3SC2C1CC)=O